BrC=1C=C2C(=CC(=NC2=C(C1)F)C)[C@@H](CC)N |r| (±)-1-(6-bromo-8-fluoro-2-methylquinolin-4-yl)propan-1-amine